((6-cyclopropylimidazo[1,2-a]pyridin-2-yl)methyl-amino)pyrimidin-4-yl-2-methylbutanamide C1(CC1)C=1C=CC=2N(C1)C=C(N2)CNC(C(C(=O)N)(C)C2=NC=NC=C2)C